COC=CCOCC=COC methoxyallyl ether